6-([1,1'-biphenyl]-4-yl(4-(diphenylamino)phenyl)amino)-1,3,3-trimethyl-2,3-dihydro-1H-inden C1(=CC=C(C=C1)N(C1=CC=C2C(CC(C2=C1)C)(C)C)C1=CC=C(C=C1)N(C1=CC=CC=C1)C1=CC=CC=C1)C1=CC=CC=C1